CC(=CCCC(C)=O)C 6-Methyl-5-Hepten-2-on